FC(CN1N=CC=2C1=NC(=CN2)N2CCC1(CCN(C1=O)C1=NC(=NC(=C1)C(F)(F)F)C)CC2)F 8-[1-(2,2-difluoroethyl)-1H-pyrazolo[3,4-b]pyrazin-6-yl]-2-[2-methyl-6-(trifluoromethyl)pyrimidin-4-yl]-2,8-diazaspiro[4.5]decan-1-one